FC([C@H]1CN(CCN1CC1CCOCC1)CC=1C=CC2=C(C(=NO2)NCCC(=O)N)C1)F (R)-3-((5-((3-(difluoromethyl)-4-((tetrahydro-2H-pyran-4-yl)methyl)piperazin-1-yl)methyl)benzo[d]isoxazol-3-yl)amino)propanamide